ClC=1C(=C2N=C(N=C3C2=C(C[C@@H]([C@H]2[C@@H]4CC[C@H](CN32)N4C(=O)OC(C)(C)C)CC)N1)S(=O)(=O)CC)F tert-butyl (5S,5aS,6S,9R)-2-chloro-5-ethyl-12-(ethylsulfonyl)-1-fluoro-4,5,5a,6,7,8,9,10-octahydro-3,10a,11,13,14-pentaaza-6,9-methanonaphtho[1,8-ab]heptalene-14-carboxylate